gold-silver nickel carbon [C].[Ni].[Ag].[Au]